tert-butyl 3-[2-[(tert-butoxycarbonyl)amino]-5-(2,3-dichloro-6-[[2-(trimethylsilyl)ethoxy]methoxy]phenyl)-5-oxopentanamido]azetidine-1-carboxylate C(C)(C)(C)OC(=O)NC(C(=O)NC1CN(C1)C(=O)OC(C)(C)C)CCC(=O)C1=C(C(=CC=C1OCOCC[Si](C)(C)C)Cl)Cl